FC=1C=C(C=C(C1C(C)C)F)C(C1=CC=CC=C1)NC(=O)C1C(CCC1)C(=O)O 2-({[3,5-difluoro-4-(propan-2-yl)phenyl](phenyl)methyl}carbamoyl)cyclopentane-1-carboxylic acid